2-(2-methyl-5-nitrophenyl)-2H-tetrazole CC1=C(C=C(C=C1)[N+](=O)[O-])N1N=CN=N1